((R)-8-ethynyl-11,11-difluoro-8-hydroxy-3-methyl-1,3,4,7,8,9,10,11-octahydro-2H-pyrido[4',3':3,4]pyrazolo[1,5-a]azepin-2-yl)methanone C(#C)C1(CCC(C=2N(C1)N=C1C2CN([C@@H](C1)C)C=O)(F)F)O